4-(3'-benzyloxy-3,5-difluoro-biphenyl-4-yloxy)-butyric acid C(C1=CC=CC=C1)OC=1C=C(C=CC1)C1=CC(=C(C(=C1)F)OCCCC(=O)O)F